1,1,1,3,3,3-Hexafluoropropan-2-yl 7-(3-(pyrrolidin-1-yl)benzyl)-2,7-diazaspiro[3.5]nonane-2-carboxylate N1(CCCC1)C=1C=C(CN2CCC3(CN(C3)C(=O)OC(C(F)(F)F)C(F)(F)F)CC2)C=CC1